(2S)-2-amino-4-methylsulfonylbutyric acid N[C@H](C(=O)O)CCS(=O)(=O)C